N-cyclopropyl-1-[[5-[5-(trifluoromethyl)-1,2,4-oxadiazol-3-yl]-2-thienyl]methyl]pyrazole-3-carboxamide C1(CC1)NC(=O)C1=NN(C=C1)CC=1SC(=CC1)C1=NOC(=N1)C(F)(F)F